N-{3-chloro-2-[4-(4-chloro-2-fluorophenyl)piperidin-1-yl]phenyl}-2,3-dihydro-1H-indene-5-sulfonamide ClC=1C(=C(C=CC1)NS(=O)(=O)C=1C=C2CCCC2=CC1)N1CCC(CC1)C1=C(C=C(C=C1)Cl)F